7-(1-methyl-5-phenyl-1H-pyrazol-4-yl)quinolin-2-amine CN1N=CC(=C1C1=CC=CC=C1)C1=CC=C2C=CC(=NC2=C1)N